FC1=CC=C(C=C1)C=1OC2=CC(=CC=C2C(C1)=O)OC 2-(4-Fluorophenyl)-7-methoxy-4H-chromen-4-one